CC(O)(P(=O)(O)[O-])P(=O)(O)[O-].[Na+].[Na+] The molecule is an organic sodium salt resulting from the replacement of two protons from etidronic acid (one from from each of the phosphonic acid groups) by sodium ions. It has a role as a bone density conservation agent, an antineoplastic agent and a chelator. It contains an etidronic acid(2-).